FC1=C(C=C(C=C1)NC1=NC=NC2=CC(=C(C=C12)NC(CCCl)=O)OC)Cl 4-(4-fluoro-3-chlorophenylamino)-7-methoxy-6-(N-3'-chloropropionyl)aminoquinazoline